OC1=C(C(=CC(=C1CN(C(=O)N1CCCCC1)C)CCCCC)O)C1C(CCC(=C1)C)C(=C)C N-((2,6-dihydroxy-5'-methyl-4-pentyl-2'-(prop-1-en-2-yl)-1',2',3',4'-tetrahydro-[1,1'-biphenyl]-3-yl)methyl)-N-methylpiperidine-1-carboxamide